C(C)(C)C1=CC=C(C=C1)C(NC(=O)C=1C(NC(=CC1)C(F)(F)F)=O)C1=CC=CC=C1 N-((4-isopropylphenyl)(phenyl)methyl)-2-oxo-6-(trifluoromethyl)-1,2-dihydropyridine-3-carboxamide